[NH4+].C[SiH](C)CCC[N+](CCOCCOCCC[NH3+])(CCCS(=O)(=O)[O-])CCCS(=O)(=O)[O-] 2-methyl-6,6-bis(3-sulfonatopropyl)-9,12-dioxa-6-aza-2-silapentadecan-6-ium-15-aminium ammonium salt